ClC=1C=CC2=C(C(CC(O2)C(=O)NC23NC(C(CC2)(CC3)NC(COC3=CC(=C(C=C3)Cl)F)=O)=O)=O)C1 6-chloro-N-{4-[2-(4-chloro-3-fluorophenoxy)acetamido]-3-oxo-2-azabicyclo[2.2.2]octan-1-yl}-4-oxo-3,4-dihydro-2H-1-benzopyran-2-carboxamide